NC1=CC=C(C=N1)/C=C/C(=O)NCC=1OC2=C(C1)C=C(C=C2C2=CC=C(C=C2)F)C2=NC=C(C=C2)C(=O)N2CCC(CC2)(F)F (E)-3-(6-aminopyridin-3-yl)-N-((5-(5-(4,4-difluoropiperidine-1-carbonyl)pyridin-2-yl)-7-(4-fluorophenyl)benzofuran-2-yl)methyl)acrylamide